(s)-2-((1-methoxypropan-2-yl)oxy)-6-methylpyridin-3-amine COC[C@H](C)OC1=NC(=CC=C1N)C